CC1=CC(=C(C#N)C=C1[N+](=O)[O-])C1=CC=NN1C 4-Methyl-2-(1-methyl-1H-pyrazol-5-yl)-5-nitrobenzonitrile